N1N=C(C=C1)CC=1SC2=C(N(C=3C(N(N=CC32)CC3=NN(C=C3OC)C)=O)C)N1 2-((1H-pyrazol-3-yl)methyl)-6-((4-methoxy-1-methyl-1H-pyrazol-3-yl)methyl)-4-methyl-4H-thiazolo[5',4':4,5]pyrrolo[2,3-d]pyridazin-5(6H)-one